3-glycidoxypropyl-(Tris-propyl)silane C(C1CO1)OCCC[Si](CCC)(CCC)CCC